BrC1=CC2=C(C(=N1)NC=1C=CC(=C(C(=O)NCCC)C1)C)N(C=N2)C(C)C 5-((6-bromo-3-isopropyl-3H-imidazo[4,5-c]pyridin-4-yl)amino)-2-methyl-N-propylbenzamide